2-isopropoxypropionic acid, methyl ester C(C)(C)OC(C(=O)OC)C